2-(4-(2-((4-bromo-3-fluorobenzyl)oxy)ethyl)piperidin-1-yl)-5-(methoxymethyl)pyrimidine BrC1=C(C=C(COCCC2CCN(CC2)C2=NC=C(C=N2)COC)C=C1)F